9-((1s,4s)-4-((3-(6-Amino-7-methylquinolin-4-yl)prop-2-yn-1-yl)amino)cyclohexyl)-2-Chloro-7-methyl-7,9-dihydro-8H-purin-8-one NC=1C=C2C(=CC=NC2=CC1C)C#CCNC1CCC(CC1)N1C2=NC(=NC=C2N(C1=O)C)Cl